2-Bromo-3-(difluoromethyl)-5-nitropyridine BrC1=NC=C(C=C1C(F)F)[N+](=O)[O-]